1-butyl-3-methylpyridinium (trifluoromethylsulfonyl)trifluoroacetamide salt FC(S(=O)(=O)NC(C(F)(F)F)=O)(F)F.C(CCC)[N+]1=CC(=CC=C1)C